1-(2,6-dichlorophenyl)-4-((4-(6,8-dihydro-5H-[1,2,4]triazolo[3,4-c][1,4]oxazin-3-yl)phenyl)amino)-1H-pyrazole-3-carboxamide ClC1=C(C(=CC=C1)Cl)N1N=C(C(=C1)NC1=CC=C(C=C1)C1=NN=C2COCCN21)C(=O)N